C(CCCCC)OC1=NSN=C1C=1CN(C(CC1)([2H])[2H])C 3-(hexyloxy)-4-(1-methyl-1,2,5,6-tetrahydropyridin-3-yl-6,6-d2)-1,2,5-thiadiazole